bisdimethylamide tungsten [W+2].C[N-]C.C[N-]C